ClC=1C=NN(C1)CC(=O)NC=1N=CC2=CC(=C(C=C2C1)C1CCN(CC1)[C@]1(COC[C@H]1O)C)Cl 2-(4-chloro-1H-pyrazol-1-yl)-N-(7-chloro-6-(1-((3S,4S)-4-hydroxy-3-methyltetrahydrofuran-3-yl)piperidin-4-yl)isoquinolin-3-yl)acetamide